C(C)(C)(C)C1=NC(=NO1)C12CCC(CC1)(CC2)CN(C(=O)C2CCOCC2)C=2C=C(C=CC2)C2=CC=C(C=C2)P(=O)(C)C N-((4-(5-(tert-butyl)-1,2,4-oxadiazol-3-yl)bicyclo[2.2.2]octan-1-yl)methyl)-N-(4'-(dimethylphosphoryl)-[1,1'-biphenyl]-3-yl)tetrahydro-2H-pyran-4-carboxamide